(3-(isopropylamino)-5-aminosulfonylphenyl)boronic acid C(C)(C)NC=1C=C(C=C(C1)S(=O)(=O)N)B(O)O